difluoro-N-methyl-2-nitroaniline FC=1C(=C(N(C)F)C=CC1)[N+](=O)[O-]